BrC1=C(SC2=C1NC(=NS2(=O)=O)NC)Cl 5-bromo-6-chloro-N-methyl-1,1-dioxo-4H-thieno[3,2-e][1,2,4]thiadiazin-3-amine